isobutanol-HCl Cl.C(C(C)C)O